FC1=C(C(=C(C=C1OC)OC)F)C1=CC2=C(N=C(N=C2)S(=O)(=O)C)C(=N1)N(C)C 6-(2,6-difluoro-3,5-dimethoxyphenyl)-N,N-dimethyl-2-(methylsulfonyl)pyrido[3,4-d]pyrimidin-8-amine